octyldodecyl-lauroyl-glutamic acid tert-Butyl-(R)-(1-(3-amino-1-methyl-1H-pyrazolo[4,3-c]pyridin-6-yl)piperidin-3-yl)carbamate C(C)(C)(C)N(C(O)=O)[C@H]1CN(CCC1)C1=CC2=C(C=N1)C(=NN2C)N.C(CCCCCCC)[C@](N(C(CCCCCCCCCCC)=O)CCCCCCCCCCCC)(CCC(=O)O)C(=O)O